1-Methyl-2-ethylcyclohexane CC1C(CCCC1)CC